N1C=NC(=C1)CN1C[C@H](CC1)N1C(N(C=2C1=NC=CC2)C2=CC=C(C=C2)C2=CC=CC=C2)=O (S)-3-(1-((1H-imidazol-4-yl)methyl)pyrrolidin-3-yl)-1-([1,1'-biphenyl]-4-yl)-1,3-dihydro-2H-imidazo[4,5-b]pyridin-2-one